C(=O)O.CC1=C(C=C(C=C1)NC(=O)N1C[C@@H](CC1)CC(F)(F)F)C1=CC(=NC(=C1)N1CCOCC1)C1CCN(CC1)C (S)-N-(4-methyl-3-(2-(1-methylpiperidin-4-yl)-6-morpholinopyridin-4-yl)phenyl)-3-(2,2,2-trifluoroethyl)pyrrolidine-1-carboxamide formate